CC=1C=CC(=NC1)/C=C/CN1C(N(C2=C1C=CC=C2)C(=O)OC(C)(C)C)=O (E)-tert-butyl 3-(3-(5-methylpyridin-2-yl)allyl)-2-oxo-2,3-dihydro-1h-benzo[d]imidazole-1-carboxylate